Cl.O=C1N(CCN1C1=CC(=CC=C1)OC([3H])([3H])[3H])C=1C=C(C=CC1)C[C@H](C(=O)O)[C@@H]1CNCC1 (2S)-3-[3-[2-oxo-3-[3-(tritritiomethoxy)phenyl]imidazolidin-1-yl]phenyl]-2-[(3R)-pyrrolidin-3-yl]propanoic acid hydrochloride